N-(2,6-dimethylphenyl)-2-[2-methoxy-4-(tetrahydropyran-4-ylcarbamoyl)anilino]-5,6-dihydropyrimido[4,5-e]indolizine-7-carboxamide CC1=C(C(=CC=C1)C)NC(=O)C=1C=CN2C3=C(CCC12)C=NC(=N3)NC3=C(C=C(C=C3)C(NC3CCOCC3)=O)OC